octyl 2-[4-[4,6-bis[2-hydroxy-4-(1-methyl-2-octoxy-2-oxo-ethoxy)phenyl]-1,3,5-triazin-2-yl]-3-hydroxy-phenoxy]propanoate OC1=C(C=CC(=C1)OC(C(=O)OCCCCCCCC)C)C1=NC(=NC(=N1)C1=C(C=C(C=C1)OC(C(OCCCCCCCC)=O)C)O)C1=C(C=C(OC(C(=O)OCCCCCCCC)C)C=C1)O